FC=1C(=CC2=C(NC(=N2)OC=2C=CC(=C(C2)N2N=NNC2=O)C)C1)C=1C=C2C=CN(C2=CC1)C 1-(5-((6-Fluoro-5-(1-methyl-1H-indol-5-yl)-1H-benzo[d]imidazol-2-yl)oxy)-2-methylphenyl)-1,4-dihydro-5H-tetrazol-5-on